2'-(3-methoxy-4-(4-methyl-1H-imidazol-1-yl)benzoyl)-[1,1'-biphenyl]-4-carbaldehyde COC=1C=C(C(=O)C2=C(C=CC=C2)C2=CC=C(C=C2)C=O)C=CC1N1C=NC(=C1)C